BrC=1C=C(C=C(C1C)C1=NC=CC=C1)C12CCCC(N1C(=O)N)C2 (3-bromo-4-methyl-5-(pyridin-2-yl)phenyl)-6-azabicyclo[3.1.1]heptane-6-carboxamide